rel-(2R,3S,4S,5R)-3-(3,4-difluoro-2-methoxyphenyl)-N-(5-fluoro-2-(2-fluoro-1-hydroxyethyl)pyridin-4-yl)-4,5-dimethyl-5-(trifluoromethyl)tetrahydrofuran-2-carboxamide FC=1C(=C(C=CC1F)[C@H]1[C@@H](O[C@]([C@H]1C)(C(F)(F)F)C)C(=O)NC1=CC(=NC=C1F)C(CF)O)OC |o1:8,9,11,12|